C1(CC1)COC1=C(C=CC=C1)O 2-(cyclopropylmethoxy)phenol